(2R,7aS)-7a-(((tert-butyldiphenylsilyl)oxy)methyl-d2)-2-fluorohexahydro-3H-pyrrolizin-3-one [Si](C1=CC=CC=C1)(C1=CC=CC=C1)(C(C)(C)C)OC([C@]12CCCN2C([C@@H](C1)F)=O)([2H])[2H]